F[C@H](C(=O)O)CC1=CC(=CC(=C1)F)F (αS)-α,3,5-trifluoro-benzenepropanoic acid